3-[6-[2-cyano-6-fluoro-3-[[methyl(2-tetrahydropyran-2-yloxyethyl)sulfamoyl]amino]phenoxy]-4-oxo-quinazolin-3-yl]-1-oxa-8-azaspiro[4.5]decane-8-carboxylate C(#N)C1=C(OC=2C=C3C(N(C=NC3=CC2)C2COC3(C2)CCN(CC3)C(=O)[O-])=O)C(=CC=C1NS(N(CCOC1OCCCC1)C)(=O)=O)F